Cl.N[C@@H](C(C)C)C(=O)N |r| DL-valineamide hydrochloride